ClC=1C(=C(C=CC1F)[C@@H](NC(=O)N1[C@@H](C(NCC1)=O)C)[C@H]1CC12CC2)F (2R)-N-((S)-(3-chloro-2,4-difluorophenyl)((S)-spiro[2.2]pentan-1-yl)methyl)-2-methyl-3-oxopiperazine-1-carboxamide